iridium dicyclopentadiene C1=CC=CC1.C1=CC=CC1.[Ir]